6-[4-(difluoromethoxy)phenyl]thiazolo[4,5-b]pyrazin-2-amine FC(OC1=CC=C(C=C1)C=1N=C2C(=NC1)N=C(S2)N)F